2-({2-[(4-chloro-2-fluorophenyl)methoxy]-3-(trifluoromethyl)-5,6,7,8-tetrahydro-1,7-naphthyridin-7-yl}methyl)-1-{[(2S)-oxetan-2-yl]methyl}-1H-imidazo[4,5-b]pyridine-5-carboxylic acid ClC1=CC(=C(C=C1)COC1=NC=2CN(CCC2C=C1C(F)(F)F)CC=1N(C=2C(=NC(=CC2)C(=O)O)N1)C[C@H]1OCC1)F